ClC1=CC=C(C=C1)C=1C(=CC=C(C1)F)C(=O)NC[C@@]1(NC(NC1=O)=O)C1=CC=NN1C |r| rac-4'-chloro-5-fluoro-N-{[4-(1-methyl-1H-pyrazol-5-yl)-2,5-dioxoimidazolidin-4-yl]methyl}[biphenyl]-2-carboxamide